C(C=C)(=O)N1C(C(C1)N1C(N(C2=CC=C(C=C2C1=O)S(=O)(=O)NC1(CC1)C)CC1CC1)=O)C 3-(1-acryloyl-2-methylazetidin-3-yl)-1-(cyclopropylmethyl)-N-(1-methylcyclopropyl)-2,4-dioxo-1,2,3,4-tetrahydroquinazoline-6-sulfonamide